2-((4-(6-((4-acetyl-2-ethoxybenzyl)oxy)pyridine-2-yl)piperidin-1-yl)methyl)-1-(oxetan-2-ylmethyl)-1H-benzo[d]imidazole-6-carboxylic acid C(C)(=O)C1=CC(=C(COC2=CC=CC(=N2)C2CCN(CC2)CC2=NC3=C(N2CC2OCC2)C=C(C=C3)C(=O)O)C=C1)OCC